N-ethyl-N-propyllactamide C(C)N(C(C(O)C)=O)CCC